bis[2-(2-bromoisobutoxy) ethyl] sulfide BrC(COCCSCCOCC(C)(C)Br)(C)C